FC=1C(NC(NC1C)=O)=O 5-fluoro-6-methylpyrimidine-2,4(1h,3h)-dione